O=C1NC(CCC1C1=NN(C2=CC(=CC=C12)NC[C@H]1CN(CC1)C(=O)OC(C)(C)C)C)=O tert-butyl (3S)-3-(((3-(2,6-dioxopiperidin-3-yl)-1-methyl-1H-indazol-6-yl)amino)methyl)pyrrolidine-1-carboxylate